CC1=NC(=CC=C1)Cl Methyl-6-chloropyridine